tert-butyl N-methyl-N-(3-methyl-5,6-dihydro-4H-cyclopenta[b]thiophen-5-yl)carbamate CN(C(OC(C)(C)C)=O)C1CC2=C(SC=C2C)C1